tert-butyl 4-(4-((5-methylpyridin-2-yl)oxy)phenyl)piperidine-1-carboxylate CC=1C=CC(=NC1)OC1=CC=C(C=C1)C1CCN(CC1)C(=O)OC(C)(C)C